ClCC(C#CCCC)(C)C chloro-2,2-dimethyl-3-heptyne